1-methyl-1,3-propylenebis(3-amino-2-butenoic acid) CC(CCC(C(=O)O)=C(C)N)C(C(=O)O)=C(C)N